Benzyl ((S)-1-(((S)-1-(((S,E)-5-hydroxy-1-((S)-2-oxopyrrolidin-3-yl)pent-3-en-2-yl)amino)-4-methyl-1-oxopentan-2-yl)amino)-3-(naphthalen-1-yl)-1-oxopropan-2-yl)carbamate OC/C=C/[C@H](C[C@H]1C(NCC1)=O)NC([C@H](CC(C)C)NC([C@H](CC1=CC=CC2=CC=CC=C12)NC(OCC1=CC=CC=C1)=O)=O)=O